lead calcium sulfide [S-2].[Ca+2].[Pb+2].[S-2]